N1CC[C@@H](CCC1)N1C(=NC2=C3CC[C@@H](N(C3=CC=C21)C(=O)OC)C)[C@@H](CC2=CC=CC=C2)C methyl (S)-3-((R)-azepan-4-yl)-7-methyl-2-((R)-1-phenylpropan-2-yl)-3,7,8,9-tetrahydro-6H-imidazo[4,5-f]quinoline-6-carboxylate